C1NCC12CN(CC2)CNC(\C=C/N2N=C(N=C2)C2=CC(=CC(=C2)C(F)(F)F)C(F)(F)F)=O (Z)-N-(2,6-diazaspiro[3.4]octan-6-ylmethyl)-3-(3-(3,5-bis(trifluoromethyl)phenyl)-1H-1,2,4-triazol-1-yl)acrylamide